NC(C(CCC(=O)OC(C)(C)C)N1C(C2=CC=C(C=C2C1)C(CN(C(=O)C1CCC2(CC2)CC1)C)=O)=O)=O tert-butyl 5-amino-4-(5-(N-methyl-N-(spiro[2.5]octane-6-carbonyl)glycyl)-1-oxoisoindolin-2-yl)-5-oxopentanoate